C1(CCCCC1)C1=CC(=CC(=C1)C1CCCCC1)C1CCCCC1 1,3,5-tricyclohexylbenzene